FC(OC=1C=C2C(=NC1)SC(=N2)N[C@@H]2C[C@H](CC2)NC2=CC=C(C=N2)N2C(C=CC=C2)=O)F 6'-(((1S,3S)-3-((6-(difluoromethoxy)thiazolo[5,4-b]pyridin-2-yl)amino)cyclopentyl)amino)-2H-[1,3'-bipyridine]-2-one